C(C)(C)(C)[C@H]1N=C(C2=C(C(=CC(=C2C1)Cl)F)O)CN1C(C2=CC=CC=C2C1=O)=O tert-butyl-(S)-5-chloro-1-((1,3-dioxoisoindolin-2-yl)methyl)-7-fluoro-8-hydroxy-3,4-dihydroisoquinoline